4-(2-cyanoprop-2-yl)-N-(2,3-difluoro-4-methyl-5-(7-(methylamino)-1,6-naphthyridin-3-yl)phenyl)pyridineamide C(#N)C(C)(C)C1=CC(=NC=C1)C(=O)NC1=C(C(=C(C(=C1)C=1C=NC2=CC(=NC=C2C1)NC)C)F)F